ClC1=CC=2C3=C(C=NC2C=C1)N=C(N3[C@H]3CN(CC3)C)CN3N=NC(=C3)C 8-chloro-1-[(3R)-1-methylpyrrolidin-3-yl]-2-[(4-methyl-1H-1,2,3-triazol-1-yl)methyl]-1H-imidazo[4,5-c]quinoline